ON1[C@@H]2CC[C@H](N(C1=O)C2)C(=N)NS(=O)(=O)N (2S,5R)-6-hydroxy-7-oxo-N-aminosulfonyl-1,6-diazabicyclo[3.2.1]octan-2-carboxamidine